3,9-bis(2-methylpropyl) 4,10-dicyanoperylene-3,9-dicarboxylate C(#N)C=1C2=C(C=CC=3C=4C=CC(=C5C(=CC=C(C(=CC1)C23)C54)C(=O)OCC(C)C)C#N)C(=O)OCC(C)C